((1R,5S)-8-(methylsulfonyl)-8-azabicyclo[3.2.1]oct-3-yl)carbamic acid tert-butyl ester C(C)(C)(C)OC(NC1C[C@H]2CC[C@@H](C1)N2S(=O)(=O)C)=O